CC(C(=O)OCCN)=C [2-[(2-methyl-1-oxo-2-propen-1-yl)oxy]ethyl]amine